5-(3-(2,2-Difluoroethyl)-2-methyl-3H-imidazo[4,5-b]pyridin-5-yl)-N-(cis-4-(difluoromethoxy)cyclohexyl)-4-methoxy-7H-pyrrolo[2,3-d]pyrimidin-2-amine FC(CN1C(=NC=2C1=NC(=CC2)C2=CNC=1N=C(N=C(C12)OC)N[C@@H]1CC[C@@H](CC1)OC(F)F)C)F